FC1=CC=C(C=C1)C1=NN(C=C1C=1C2=C(N=CN1)C=C(C(=N2)NC(=O)[C@@]21CN(C[C@H]1C2)C)OC)C (1S,5S)-N-(4-(3-(4-fluorophenyl)-1-methyl-1H-pyrazol-4-yl)-7-methoxypyrido[3,2-d]pyrimidin-6-yl)-3-methyl-3-azabicyclo[3.1.0]hexane-1-carboxamide